4-(3-(3,4-dihydroisoquinolin-2(1H)-yl)-2-hydroxypropyl)-9-fluoro-3,4-dihydrobenzo[f][1,4]oxazepin-5(2H)-one C1N(CCC2=CC=CC=C12)CC(CN1CCOC2=C(C1=O)C=CC=C2F)O